(nonyl-phenyl)(phenyl)amine C(CCCCCCCC)C1=C(C=CC=C1)NC1=CC=CC=C1